ClC=1C=NN(C(C1)=O)CC(CC=1C=CC(=C(C1)S(=O)(=O)N(C)C)C)OC 5-[3-(4-chloro-6-oxo-pyridazin-1-yl)-2-methoxy-propyl]-N,N,2-trimethyl-benzenesulfonamide